Cl.CC1(CC(=NO1)SC(=N)N)C [5,5-dimethyl-(4,5-dihydroisoxazol-3-yl)]thioformamidine hydrochloride